hexyl-aniline C(CCCCC)NC1=CC=CC=C1